5-amino allyluridine-5'-triphosphate P(O)(=O)(OP(=O)(O)OP(=O)(O)O)OC[C@@H]1[C@H]([C@H]([C@@](O1)(N1C(=O)NC(=O)C(=C1)N)CC=C)O)O